Tert-butyl 3-[4-(ethoxycarbonyl)-5-(trifluoromethyl)-1H-pyrazol-1-yl]piperidine-1-carboxylate C(C)OC(=O)C=1C=NN(C1C(F)(F)F)C1CN(CCC1)C(=O)OC(C)(C)C